NC=1C=C(C(=O)C2=CC=C(C=C2)C(C2=CC(=CC=C2)N)=O)C=CC1 1,4-bis(3-aminobenzoyl)benzene